3-(4,5-Dihydro-3-isoxazolyl)-2-methyl-4-(methylsulfonyl)benzoic acid O1N=C(CC1)C=1C(=C(C(=O)O)C=CC1S(=O)(=O)C)C